N'-dihydroxyethyl-ethylenediamine OC(CNCCN)O